6-(6-(3,3-difluorocyclobutoxy)pyridin-3-yl)-3-(difluoromethyl)-[1,2,4]triazolo[4,3-a]pyrazine FC1(CC(C1)OC1=CC=C(C=N1)C=1N=CC=2N(C1)C(=NN2)C(F)F)F